stearoyl-2-hydroxysn-glycero-3-phosphocholine C(CCCCCCCCCCCCCCCCC)(=O)C(OP(OC[C@@H](CO)OO)(=O)[O-])C[N+](C)(C)C